diRhodium tetraacetate C(C)(=O)[O-].C(C)(=O)[O-].C(C)(=O)[O-].C(C)(=O)[O-].[Rh+3].[Rh+3]